C(C#CC)(=O)N1[C@@H](C[C@H](CC1)N1C=CC=2C(=NC=3C(=C(C(=CC3C21)Cl)C2=C1C=NNC1=CC(=C2C)C)F)OC[C@H]2N(CCC2)C)CC#N ((2S,4S)-1-(but-2-ynoyl)-4-(8-chloro-7-(5,6-dimethyl-1H-indazol-4-yl)-6-fluoro-4-(((S)-1-methylpyrrolidin-2-yl)methoxy)-1H-pyrrolo[3,2-c]quinolin-1-yl)piperidin-2-yl)acetonitrile